5-(tert-butyl)-N-(4-(imidazo[1,2-b]pyridazin-8-yl)-2-methylbenzyl)-1,2,4-oxadiazole-3-carboxamide trifluoroacetate FC(C(=O)O)(F)F.C(C)(C)(C)C1=NC(=NO1)C(=O)NCC1=C(C=C(C=C1)C=1C=2N(N=CC1)C=CN2)C